2-methyl-N-[(1s,4s)-4-{[6-chloro-2-(trifluoromethyl)quinolin-4-yl]amino}cyclohexyl]-4H-thieno[3,2-b]pyrrole-5-carboxamide CC1=CC=2NC(=CC2S1)C(=O)NC1CCC(CC1)NC1=CC(=NC2=CC=C(C=C12)Cl)C(F)(F)F